FC1=C(OC2=CC=C(C=C2)N2N=C3C(NCC[C@H]3C3CCN(CC3)C(C=C)=O)=C2C(=O)N)C=CC(=C1)F (7S)-2-[4-(2,4-difluorophenoxy)phenyl]-7-[1-(prop-2-enoyl)piperidin-4-yl]-4,5,6,7-tetrahydro-2H-pyrazolo[4,3-b]pyridine-3-carboxamide